4-[2-Cyclopropyl-6-(7-fluoro-5-{[(3S)-3-methylpiperidin-1-yl]methyl}-1,3-benzoxazol-2-yl)pyridin-4-yl]-3-(4-methyl-1,2,4-triazol-3-yl)benzonitrile C1(CC1)C1=NC(=CC(=C1)C1=C(C=C(C#N)C=C1)C1=NN=CN1C)C=1OC2=C(N1)C=C(C=C2F)CN2C[C@H](CCC2)C